3-amino-7-oxoheptanoate NC(CC(=O)[O-])CCCC=O